6-(4-(1,4-Dimethyl-1H-pyrazol-5-yl)-1-piperidinyl)-4-(2-(hydroxymethyl)-3-(4-(2-propenoyl)-1-piperazinyl)-1-azetidinyl)-2-(trifluoromethyl)-3-pyridinecarbonitrile CN1N=CC(=C1C1CCN(CC1)C1=CC(=C(C(=N1)C(F)(F)F)C#N)N1C(C(C1)N1CCN(CC1)C(C=C)=O)CO)C